ClC1=CC=C(O[C@H](C(=O)OC(C)C)C)C=C1 propan-2-yl (2S)-2-(4-chlorophenoxy)propanoate